Trans-N-(3-(4-cyclopropoxy-2-methoxypyridin-3-yl)-1-((2-(trimethylsilyl)ethoxy)methyl)-1H-pyrrolo[2,3-b]pyridin-6-yl)-2-(2-(dimethylamino)ethyl)cyclopropane-1-carboxamide C1(CC1)OC1=C(C(=NC=C1)OC)C1=CN(C2=NC(=CC=C21)NC(=O)[C@H]2[C@@H](C2)CCN(C)C)COCC[Si](C)(C)C